[N+](=O)([O-])OCCCCCCO[N+](=O)[O-] 1,6-hexanediol dinitrate